(S)-N-(4-(1-((4-methyl-4H-1,2,4-triazol-3-yl)thio)ethyl)pyridin-2-yl)benzo[d]isoxazole-3-carboxamide CN1C(=NN=C1)S[C@@H](C)C1=CC(=NC=C1)NC(=O)C1=NOC2=C1C=CC=C2